2-(2-Chloro-6-fluoro-3-methoxyphenyl)-6-(4-ethyl-3-(hydroxymethyl)-5-oxo-4,5-dihydro-1H-1,2,4-triazol-1-yl)-7-fluoro-4-(prop-1-en-2-yl)isoquinolin-1(2H)-one ClC1=C(C(=CC=C1OC)F)N1C(C2=CC(=C(C=C2C(=C1)C(=C)C)N1N=C(N(C1=O)CC)CO)F)=O